ethyl N-{[4-(4-fluorophenyl)-5-methoxy-2H-pyrazol-3-yl]carbamothioyl}carbamate FC1=CC=C(C=C1)C1=C(NN=C1OC)NC(=S)NC(OCC)=O